6,7-dichloro-N-{3-[2-(3,4-difluorophenoxy)acetamido]bicyclo[1.1.1]pent-1-yl}-2,3-dihydro-1,4-benzodioxin-2-carboxamide ClC1=CC2=C(OC(CO2)C(=O)NC23CC(C2)(C3)NC(COC3=CC(=C(C=C3)F)F)=O)C=C1Cl